1-(trans-2-(benzyloxy)cyclobutyl)-1H-pyrazole-4-carboxylic acid C(C1=CC=CC=C1)O[C@H]1[C@@H](CC1)N1N=CC(=C1)C(=O)O